praseodymium lutetium nickel oxide [Ni]=O.[Lu].[Pr]